CN(C1=CC=C(C=C1)B(O)O)C (4-(dimethylamino)phenyl)boronic acid